ClC1=C(C=NN1C)S(=O)(=O)N1CC(C(CC1)C=1C(=CC=2N(C1)N=CN2)C)O (5-Chloro-1-methyl-1H-pyrazol-4-yl)sulfonyl-4-(7-methyl-[1,2,4]triazolo[1,5-a]pyridin-6-yl)piperidin-3-ol